F[C@H](CNC(=O)C1=C(C=2N(N=C1)C=C(C2)C=2C=NNC2)NC(C)C)C(C)(C)O (R)-N-(2-fluoro-3-hydroxy-3-methylbutyl)-4-(isopropylamino)-6-(1H-pyrazol-4-yl)pyrrolo[1,2-b]pyridazine-3-carboxamide